Aminoethylamine NCCN